4-(bromomethyl)-3-fluoro-benzonitrile BrCC1=C(C=C(C#N)C=C1)F